4-(2,3-Dimethylcyclohexyl)aminobutan CC1C(CCCC1C)NCCCC